tert-butyl 4-[3-[3-amino-2-[[(E)-4-(2-amino-4-carbamoyl-6-methoxy-anilino)but-2-enyl]amino]-5-carbamoyl-phenoxy]propyl]piperazine-1-carboxylate NC=1C(=C(OCCCN2CCN(CC2)C(=O)OC(C)(C)C)C=C(C1)C(N)=O)NC\C=C\CNC1=C(C=C(C=C1OC)C(N)=O)N